C(C)(=O)NC1CC(CCC1)C(=O)NC1=NC=C(C(=C1)C1=CC2=C(N(N=C2C(=C1)F)C)C(CO)C)Cl 3-acetamido-N-(5-chloro-4-(7-fluoro-3-(1-hydroxypropan-2-yl)-2-methyl-2H-indazol-5-yl)pyridin-2-yl)cyclohexane-1-carboxamide